ClCC(=O)[C@@H]1N(CC(C1)C)C(=O)OC(C)(C)C tert-butyl (2R)-2-(2-chloroacetyl)-4-methylpyrrolidine-1-carboxylate